4-(3-bromobenzyl)-5-methyl-1,3-thiazol BrC=1C=C(CC=2N=CSC2C)C=CC1